4-[2-tert-butoxy-6-[4-methylsulfonyl-2-(trifluoromethyl)piperazin-1-yl]-4-pyridinyl]-1H-pyrazolo[3,4-b]pyridine C(C)(C)(C)OC1=NC(=CC(=C1)C1=C2C(=NC=C1)NN=C2)N2C(CN(CC2)S(=O)(=O)C)C(F)(F)F